P(=O)(O)(O)OC[C@@H]1[C@H](C[C@@](O1)(N1C(=O)NC(=O)C(C)=C1)C1=CC=C(C=C1)[N+](=O)[O-])O p-nitrophenylthymidine 5'-monophosphate